CN1N=C(C=C1C(F)(F)F)NC(C1=C(C=CC=C1)[N+](=O)[O-])=O N-(1-methyl-5-(trifluoromethyl)-1H-pyrazol-3-yl)-2-nitrobenzamide